N1C=NC(=C1)COC=1C=C2C(=C(NC2=CC1)C1=CC(=NC=C1)C)C(C)C 5-((1H-imidazol-4-yl)methoxy)-3-isopropyl-2-(2-methylpyridin-4-yl)-1H-indole